4-(5-(3-acrylamidophenyl)pyrrolo[1,2-c]pyrimidin-7-yl)-N-(pyridin-2-yl)benzamide C(C=C)(=O)NC=1C=C(C=CC1)C=1C=C(N2C=NC=CC21)C2=CC=C(C(=O)NC1=NC=CC=C1)C=C2